(4R)-4-(3,5-difluorophenyl)-2-oxopyrrolidine-3-carboxylic acid FC=1C=C(C=C(C1)F)[C@H]1C(C(NC1)=O)C(=O)O